3-[5-[ethyl-(propan-2-yl)amino]-2-methylpyrazol-3-yl]oxybenzonitrile C(C)N(C=1C=C(N(N1)C)OC=1C=C(C#N)C=CC1)C(C)C